1,3-diisobutylurea C(C(C)C)NC(=O)NCC(C)C